phosphoric acid (phosphonate) P(O)(O)=O.P(O)(O)(O)=O